4-((1-(2-fluoro-3-(trifluoromethyl)phenyl)ethyl)amino)-2,6-dimethyl-6H-[1,4]oxazine FC1=C(C=CC=C1C(F)(F)F)C(C)NN1C=C(OC(C1)C)C